O=C1NC(CCC1N1C(C2=CC=CC(=C2C1=O)N1CCC(CC1)CNC)=O)=O 2-(2,6-Dioxo-3-piperidyl)-4-[4-(methylaminomethyl)-1-piperidyl]isoindoline-1,3-dione